tert-Butyl ((S)-1-(((S)-1-cyclohexyl-2-((S)-2-(4-(3-(2-hydroxyethoxy)benzoyl)thiazol-2-yl) pyrrolidin-1-yl)-2-oxoethyl)amino)-1-oxopropan-2-yl)(methyl)carbamate C1(CCCCC1)[C@@H](C(=O)N1[C@@H](CCC1)C=1SC=C(N1)C(C1=CC(=CC=C1)OCCO)=O)NC([C@H](C)N(C(OC(C)(C)C)=O)C)=O